CN(C1=CC=C(C(=O)NC=2C=CC=C3C=CC=NC23)C=C1)C 4-(dimethylamino)-N-(8-quinolinyl)benzamide